(S)-1-(4-fluorophenyl)-1-[2-(piperazin-1-yl)pyrimidin-5-yl]ethylamine FC1=CC=C(C=C1)[C@@](C)(C=1C=NC(=NC1)N1CCNCC1)N